OC1=C(C=O)C(=CC=C1)OC[C@H]1N(CCSC1)C(C1=C(N=CC=C1)CCO)=O (R)-2-hydroxy-6-((4-(2-(2-hydroxyethyl)nicotinoyl)thiomorpholin-3-yl)methoxy)benzaldehyde